C(#N)C=1C=NN2C1C(=CC(=C2)OCC(C)(C)O)C=2C=NN(C2)C(=O)NCC=2C=NC(=CC2)OC 4-(3-cyano-6-(2-hydroxy-2-methylpropyloxy)pyrazolo[1,5-a]pyridin-4-yl)-N-((6-methoxypyridin-3-yl)methyl)-1H-pyrazole-1-carboxamide